N-(4-(benzylamino)-4-oxobut-1-en-2-yl)-N,N-dimethyldecan-1-aminium chloride [Cl-].C(C1=CC=CC=C1)NC(CC(=C)[N+](CCCCCCCCCC)(C)C)=O